N,N-bis[3-(trimethoxysilyl)propyl]ethane-1,2-diamine CO[Si](CCCN(CCN)CCC[Si](OC)(OC)OC)(OC)OC